ethyl 2-{4-[acetyl (propan-2-yl) amino] piperidin-1-yl}-6-azaspiro[3.4]octane-6-carboxylate C(C)(=O)N(C1CCN(CC1)C1CC2(C1)CN(CC2)C(=O)OCC)C(C)C